FC(OC1=CC=C(C=C1)N1C2=C(C=C(C1=O)C=1C=CC3=C(N(C(=N3)C(C)(C)O)C)C1)SC(=N2)OCC)F 4-(4-(difluoromethoxy)phenyl)-2-ethoxy-6-(2-(2-hydroxypropan-2-yl)-1-methyl-1H-benzo[d]imidazol-6-yl)thiazolo[4,5-b]pyridin-5(4H)-one